azobarbituric acid N(=NC1C(NC(NC1=O)=O)=O)C1C(NC(NC1=O)=O)=O